C1=CC=CC=2C3=CC=CC=C3C(C12)COC(=O)N[C@H](C(=O)O)CC1=CC=C(C=C1)C1=CC(=CC=C1)NC(=O)OC(C)(C)C (S)-2-((((9H-fluoren-9-yl)methoxy)carbonyl)amino)-3-(3'-((tert-butoxycarbonyl)amino)-[1,1'-biphenyl]-4-yl)propanoic acid